[(1R)-1-[[(3-Amino-3-oxopropyl)(2-fluoroacetyl)amino]carbamoyl]3-methyl-butyl]4-methoxy-1H-indole-2-carboxamide NC(CCN(C(CF)=O)NC(=O)[C@@H](CC(C)C)N1C(=CC2=C(C=CC=C12)OC)C(=O)N)=O